C(C=CC1=CC=CC=C1)N Cinnamylamine